2-{5-[5-(3-Cyclopentyl-2,3,4,5-tetrahydro-1H-3-benzazepin-7-yl)-1H-pyrazolo[3,4-b]pyridin-3-yl]pyridin-2-yl}propan-2-ol C1(CCCC1)N1CCC2=C(CC1)C=CC(=C2)C=2C=C1C(=NC2)NN=C1C=1C=CC(=NC1)C(C)(C)O